FC1=C(C(=CC(=C1)NC1CN(C1)CCCF)F)[C@@H]1N([C@H](CC2=C1NC1=CC(=CC=C21)F)C)C[C@](CO)(C)F (S)-3-((1S,3S)-1-(2,6-difluoro-4-((1-(3-fluoropropyl)azetidin-3-yl)amino)phenyl)-7-fluoro-3-methyl-3,4-dihydro-1H-pyrido[3,4-b]indol-2(9H)-yl)-2-fluoro-2-methylpropan-1-ol